N1(C=NC=C1)CC1=C(C=C(C=C1)C1=C(SC(=C1)CC(C)C)S(=O)(=O)NC1=NC=CC=N1)F 3-(4-((1H-imidazol-1-yl)methyl)-3-fluorophenyl)-5-isobutyl-N-(pyrimidin-2-yl)thiophene-2-sulfonamide